2-methylpropan-2-yl {[(7R)-5-azaspiro[2.4]hept-7-yl] amino}carboxylate C1CC12CNC[C@@H]2NC(=O)OC(C)(C)C